OC(CC(=O)N[C@@H]([C@@H](C)CC)C(=O)O)C N-beta-hydroxybutyryl-isoleucine